ClC1=C(C=CC(=C1)C(NC1=C(SC=C1)C(NCCC1=C(C=CC=C1)OC)=O)=O)N1CC(CC1)C(=O)O 1-(2-chloro-4-((2-((2-methoxyphenethyl)carbamoyl)thiophen-3-yl)carbamoyl)phenyl)pyrrolidine-3-carboxylic acid